FC(CC)=CF 3,4-difluoro-3-butene